CC1=C(C=2N(N=C1N1CC=3C=C(C=NC3CC1)C(=O)NCC1=CN=CS1)C=NN2)C 6-(7,8-Dimethyl-[1,2,4]triazolo[4,3-b]pyridazin-6-yl)-N-(thiazol-5-ylmethyl)-7,8-dihydro-5H-1,6-naphthyridine-3-carboxamide